(S)-1-((7-chloro-2-(2,2'-dimethyl-3'-((3-vinyl-1,7-naphthyridin-8-yl)amino)-[1,1'-biphenyl]-3-yl)benzo[d]oxazol-5-yl)methyl)piperidine-2-carboxylic acid ClC1=CC(=CC=2N=C(OC21)C=2C(=C(C=CC2)C2=C(C(=CC=C2)NC=2N=CC=C1C=C(C=NC21)C=C)C)C)CN2[C@@H](CCCC2)C(=O)O